COCCN1N=C(C=C1)NC1CC1 [1-(2-methoxyethyl)pyrazol-3-yl]Cyclopropylamine